Racemic-7-fluoro-N-(8-fluoro-6-oxo-1,4,5,6-tetrahydro-2H-pyrano[3,4-c]isoquinolin-1-yl)-N-methyl-1H-indole-2-carboxamide FC=1C=CC=C2C=C(NC12)C(=O)N(C)[C@H]1COCC=2NC(C=3C=C(C=CC3C21)F)=O |r|